C(C)(C)(C)NC=1C2=C(N=C(N1)C=1C(=NON1)N)C=NC=C2 (4-(tert-butylamino)pyrido[3,4-d]pyrimidin-2-yl)-1,2,5-oxadiazol-3-amine